C1=CC=C(C=C1)C[C@@H](C(=O)O)NC(=O)CNC(=O)[C@H](CCC(=O)O)N The molecule is a tripeptide consisting of L-glutamic acid, glycine and L-phenylalanine residues joined in sequence. It derives from a L-glutamic acid and a L-phenylalanine.